rel-(1R,2S)-2-{5-[({1-[(2S)-2-butanyl]-5-(3-phenylpropyl)-1H-pyrrole-2-yl}Carbonyl)Amino]-2-(Trifluoromethyl)Phenyl}Cyclopropane C[C@@H](CC)N1C(=CC=C1CCCC1=CC=CC=C1)C(=O)NC=1C=CC(=C(C1)C1CC1)C(F)(F)F